4-[4-cyano-2-({[(2'R,4S)-6-(1-methyl-1H-1,2,3-triazol-4-yl)-2,3-dihydrospiro[chromen-4,1'-cyclopropan]-2'-yl]carbonyl}amino)phenyl]butanoic acid C(#N)C1=CC(=C(C=C1)CCCC(=O)O)NC(=O)[C@H]1[C@]2(C1)CCOC1=CC=C(C=C12)C=1N=NN(C1)C